BenzoTetraphene C1=CC=CC2=CC=C3C=C4C=CC5=C(C4=CC3=C12)C=CC=C5